tin propanesulfonate C(CC)S(=O)(=O)[O-].[Sn+4].C(CC)S(=O)(=O)[O-].C(CC)S(=O)(=O)[O-].C(CC)S(=O)(=O)[O-]